BrC1=NC=C(C(=C1)OC=1C(=NC(=NC1)N)NCCN(C)C)C(C)C 5-((2-bromo-5-iso-propyl-pyridin-4-yl)oxy)-N4-(2-(dimethyl-amino)ethyl)pyrimidine-2,4-diamine